(R)-N-cyclopropyl-5-(2-(5-fluoro-1-methyl-2-oxo-1,2-dihydropyridin-3-yl)pyrrolidin-1-yl)pyrazolo[1,5-a]pyrimidine-3-carboxamide C1(CC1)NC(=O)C=1C=NN2C1N=C(C=C2)N2[C@H](CCC2)C=2C(N(C=C(C2)F)C)=O